(S)-(3-Fluoro-1-methylpyrrolidin-3-yl)methyl (8-amino-7-fluoro-6-(8-methyl-2,3-dihydro-1H-pyrido[2,3-b][1,4]oxazin-7-yl)isoquinolin-3-yl)carbamate NC=1C(=C(C=C2C=C(N=CC12)NC(OC[C@]1(CN(CC1)C)F)=O)C1=C(C2=C(OCCN2)N=C1)C)F